Pyridin-1-ium-3-carbonitrile [NH+]1=CC(=CC=C1)C#N